OC=1C=C(C=CC1)[C@@H]1C(=C(NC=2C[C@H](CC(C12)=O)C1=C(C=CC=C1)OC)C)C(=O)OCC(CC)(C)C 2,2-dimethylbutyl (4S,7R)-4-(3-hydroxyphenyl)-7-(2-methoxyphenyl)-2-methyl-5-oxo-1,4,5,6,7,8-hexahydroquinoline-3-carboxylate